trans-(S)-6-chloro-N-(4-((6-chloroquinolin-2-yl)carbamoyl)cyclohexyl)-3,4-dihydro-2H-benzo[b][1,4]oxazine-2-carboxamide ClC1=CC2=C(O[C@@H](CN2)C(=O)N[C@@H]2CC[C@H](CC2)C(NC2=NC3=CC=C(C=C3C=C2)Cl)=O)C=C1